C(=CC1=CC=CC=C1)S(=O)(=O)[O-] β-styrenesulfonate